(ethylenediamine) zinc(II) [Zn+2].C(CN)N